OCCN1C(NCC1)=O 1-(2-hydroxyethyl)imidazolidone